C1N(CCC2=CC=CC=C12)CC=1OC=C(C(C1)=O)OC1CC2(C1)CCN(CC2)CC2=NC=CC=N2 2-((3,4-dihydroisoquinolin-2(1H)-yl)methyl)-5-((7-(pyrimidin-2-ylmethyl)-7-azaspiro[3.5]non-2-yl)oxy)-4H-pyran-4-one